C(C1=CC=CC=C1)OC=1C=CC(=NC1)C(C(=O)OCC)C(=O)OCC diethyl 2-(5-(benzyloxy)pyridin-2-yl)malonate